5-methyl-6-(3-(7-methyl-6,7-dihydropyrazolo[1,5-a]pyrimidin-4(5H)-yl)-7,8-dihydro-1,6-naphthyridin-6(5H)-yl)nicotinonitrile CC=1C(=NC=C(C#N)C1)N1CC=2C=C(C=NC2CC1)N1C=2N(C(CC1)C)N=CC2